tert-butyl 1-(2-chloro-4-methoxyphenyl)pyrrolidin-3-ylcarbamate ClC1=C(C=CC(=C1)OC)N1CC(CC1)NC(OC(C)(C)C)=O